(1-(cyclopropylmethyl)piperidin-3-yl)(1-methyl-1H-indol-6-yl)methanone C1(CC1)CN1CC(CCC1)C(=O)C1=CC=C2C=CN(C2=C1)C